(Z)-4-(3-(2-chloro-4-(methylsulfonyl)benzyl)-2-methyl-1H-pyrrolo[3,2-b]pyridin-1-yl)-3-fluorobut-2-en-1-amine dihydrochloride Cl.Cl.ClC1=C(CC2=C(N(C=3C2=NC=CC3)C/C(=C/CN)/F)C)C=CC(=C1)S(=O)(=O)C